FC=1C(=C(NC2=C(NC3=C2C(NCC3)=O)C3=C(C=NC=C3)OC(CC3=CC=CC=C3)C)C=CC1)OC 3-(3-fluoro-2-methoxyanilino)-2-{3-[(1-phenylpropan-2-yl)oxy]pyridin-4-yl}-1,5,6,7-tetrahydro-4H-pyrrolo[3,2-c]pyridin-4-one